P(=O)(OCC[N+](C)(C)C)([O-])[O-] 2-(Trimethylammonio)ethyl phosphate